C(CCCCCC)(=O)OCCOCCOCCOC(CCCCCC)=O Triethylene Glycol Di-n-Heptanoate